3a,5,6,6a-tetrahydro-[1,3]dioxolano[4,5-c]pyrrole-6-carboxylic acid O1COC2C1C(NC2)C(=O)O